C(C)(C)(C)OC(=O)NCC(C(=O)O)(C)C 3-[(tert-butoxycarbonyl)amino]-2,2-dimethylpropanoic acid